1-ethyl-3-methylimidazolium-bis(trifluoromethanesulfonyl)imide [N-](S(=O)(=O)C(F)(F)F)S(=O)(=O)C(F)(F)F.C(C)N1C=[N+](C=C1)C